C(C1=CC=CC=C1)OC(=O)N1C[C@H](CC(CC1)=O)NC(=O)OCC1=CC=CC=C1 (3S)-3-(benzyloxycarbonylamino)-5-oxo-azepane-1-carboxylic acid benzyl ester